C(C)(C)(C)OC(C(=C)C)=O methacrylic acid tertiary butyl ester